CC1=C(C(=O)OC2=NC=NC3=C(C=C(C=C23)Cl)S(=O)(=O)C(F)(F)F)C=CC(=C1)N1N=C(N=N1)C[C@@H](C(=O)NCCCCCC)NC(CCCCCCCCC)=O 6-chloro-8-(trifluoromethylsulfonyl)quinazolin-4-ol methyl-(S)-4-(5-(2-decanamido-3-(hexylamino)-3-oxopropyl)-2H-tetrazol-2-yl)benzoate